CC(C1=CC=C(C=C1)C=C)C(C1CO1)OC(C1CO1)C(C1=CC=C(C=C1)C=C)C α-methyl-p-vinylbenzylglycidyl ether